O[C@@H]1[C@@]2([C@@H]3[C@]([C@@H]4CC[C@]5(C(C[C@]4([C@H]3C(=O)OCOC(C)=O)C5)=C)O)(C=C1)OC2=O)C acetoxymethyl (1S,2S,4aR,4bR,7S,9aS,10S,10aR)-2,7-dihydroxy-1-methyl-8-methylene-13-oxo-1,2,4b,5,6,7,8,9,10,10a-decahydro-4a,1-(epoxymethano)-7,9a-methanobenzo[a]azulene-10-carboxylate